4-[1-[2-[3-difluoromethyl-5-methylpyrazol-1-yl]acetyl]-4-piperidinyl]-N-tetrahydronaphthalen-1-ylpyridine-2-carboxamide FC(C1=NN(C(=C1)C)CC(=O)N1CCC(CC1)C1=CC(=NC=C1)C(=O)NC1CCCC2=CC=CC=C12)F